4-(5-(3,5-dimethylisoxazol-4-yl)-1-(2-morpholinoethyl)-1H-pyrrolo[2,3-b]pyridin-3-yl)-3-(trifluoromethoxy)benzoic acid CC1=NOC(=C1C=1C=C2C(=NC1)N(C=C2C2=C(C=C(C(=O)O)C=C2)OC(F)(F)F)CCN2CCOCC2)C